((Phenoxycarbonyl)oxy)methyl (2S,3R)-4-acetoxy-2-ethyl-3-((1-methyl-1H-imidazol-5-yl)methyl)butanoate C(C)(=O)OC[C@@H]([C@@H](C(=O)OCOC(=O)OC1=CC=CC=C1)CC)CC1=CN=CN1C